BrC1=CC=C(OC[C@@H]2O[C@]3(C([C@H]3OC2)(F)F)C)C=C1 (1R,3R,6S)-3-((4-bromophenoxy)methyl)-7,7-difluoro-1-methyl-2,5-dioxabicyclo[4.1.0]heptane